FC(C=1C=C(C=C(C1)C(F)(F)F)C(C)(O)[2H])(F)F 1-(3,5-Bis(trifluoromethyl)phenyl)ethan-1-d-1-ol